COC=1C(=C(C=CC1)CNC1=CC=C(C#N)C=C1)C 4-[(3-methoxy-2-methyl-phenyl)methylamino]benzonitrile